tert-butyl N-[(2R)-1-hydroxy-3-methoxypropan-2-yl]carbamate OC[C@H](COC)NC(OC(C)(C)C)=O